C(C)(C)(C)OC(=O)N1CC(CC(C1)(C)C)C(=O)O 1-tert-Butoxycarbonyl-5,5-dimethyl-piperidine-3-carboxylic acid